OP(O)OP(O)O.C(C)(C)(C)C1=C(C(=CC(=C1)C)C(C)(C)C)C(O)(C(CO)(CO)CO)CCCCCCCCCCC(C)C (2,6-di-tert-butyl-4-methylphenyl)isotridecyl-pentaerythritol diphosphite